4-isocyanato-3,5,6,7-tetrahydro-s-indacen-1(2H)-one N(=C=O)C1=C2CCC(C2=CC=2CCCC12)=O